Cl.N1C(=CC=C1)C=O (1H-pyrrol-2-yl)methanone hydrochloride salt